N1=CC=NC2=CC(=CC=C12)CN quinoxalin-6-YLMETHANAMINE